2-(1-(fluoromethyl)cyclopropyl)acetamide FCC1(CC1)CC(=O)N